[Br-].C(CCC)[N+]1(CCCC1)CCCCC N-butyl-N-pentyl-pyrrolidinium bromide